tetramethyl-hept-1-en-4-ol CC(C(=C(C)C)C)C(CCC)O